BrC1=C(C=C(C=C1)NC(CC1=C(C=C(C=C1)F)Cl)=O)S(N=CN(C)C)(=O)=O N-(4-bromo-3-{[(dimethylamino)methylidene]sulfamoyl}phenyl)-2-(2-chloro-4-fluorophenyl)acetamide